(5-chloro-6-(3,3-difluorocyclobutyl)pyridin-3-yl)carbamic acid tert-butyl ester C(C)(C)(C)OC(NC=1C=NC(=C(C1)Cl)C1CC(C1)(F)F)=O